(3aR,7aS)-hexahydro-2-benzofuran-1,3-dione C1(OC([C@H]2[C@@H]1CCCC2)=O)=O